CC1=C(C=C(C=C1)NC(=O)N1C[C@H](CC1)CC(F)(F)F)C1=CC2=C(N=C(N=C2)NC)N=C1C (R)-N-(4-methyl-3-(7-methyl-2-(methylamino)pyrido[2,3-d]pyrimidin-6-yl)phenyl)-3-(2,2,2-trifluoroethyl)pyrrolidine-1-carboxamide